trimethyl-4-decene CC(CCC=CCCCCC)(C)C